iron-chromium-aluminum-gold [Au].[Al].[Cr].[Fe]